IC1=C(C=CC=C1)I 1,2-diiodobenzene